OC(CCCC(=O)OC)C(CC=C)O methyl 5,6-dihydroxy-8-nonenate